CCCCC/C=C\CCCCCCCC(=O)OC[C@H](COP(=O)([O-])OCC[N+](C)(C)C)O 1-(9Z-pentadecenoyl)-glycero-3-phosphocholine